6-Cyclobutoxy-4-(3-(4-(5-(trifluoromethyl)pyrimidin-2-yl)piperazine-1-carbonyl)benzyl)phthalazin-1(2H)-one C1(CCC1)OC=1C=C2C(=NNC(C2=CC1)=O)CC1=CC(=CC=C1)C(=O)N1CCN(CC1)C1=NC=C(C=N1)C(F)(F)F